5-bromo-N-(2-(2,6-dioxopiperidin-3-yl)-1,3-dioxoisoindolin-5-yl)-2-methoxybenzene-sulfonamide BrC=1C=CC(=C(C1)S(=O)(=O)NC=1C=C2C(N(C(C2=CC1)=O)C1C(NC(CC1)=O)=O)=O)OC